COC1=C2C(=NC=C1)NC(=C2C2=CC=C1CCN(C1=C2)C(C=C)=O)C2=CC(=NC=C2)N2CCN(CC2)C 1-(6-(4-methoxy-2-(2-(4-methylpiperazin-1-yl)pyridin-4-yl)-1H-pyrrolo[2,3-b]pyridin-3-yl)indolin-1-yl)prop-2-en-1-one